3-{7-chloro-2H,3H-pyrido[4,3-b][1,4]oxazin-4-yl}-1-(oxan-4-yl)-4H,5H,6H,7H-pyrazolo[4,3-c]pyridine ClC1=CC=2OCCN(C2C=N1)C1=NN(C2=C1CNCC2)C2CCOCC2